C(#N)C1=NN(C=2N=C(NC(C21)=O)[C@H]2[C@@H](CC2)C2=[N+](C=CC=C2)[O-])[C@@H](C)C=2C=NC(=CC2)C(F)(F)F 2-((1R,2R)-2-(3-Cyano-4-oxo-1-((S)-1-(6-(trifluoromethyl)pyridin-3-yl)ethyl)-4,5-dihydro-1H-pyrazolo[3,4-d]pyrimidin-6-yl)cyclobutyl)pyridin-1-oxid